FC1=CC=C(C=C1)N1N=CC2=C1C=C1CCN(C[C@]1(C2)C(=O)C=2SC=CN2)C(=O)OC(C)(C)C (R)-tert-butyl 1-(4-fluorophenyl)-4a-(thiazole-2-carbonyl)-4a,5,7,8-tetrahydro-1H-pyrazolo[3,4-g]isoquinoline-6(4H)-carboxylate